(4-chlorophenyl)-N-methylbenzo[4,5]imidazo[1,2-a]pyrimidin-4-amine ClC1=CC=C(C=C1)C1=NC=2N(C(=C1)NC)C1=C(N2)C=CC=C1